sodium 1-methylethenylsulfonate CC(=C)S(=O)(=O)[O-].[Na+]